4-[3-(4-pyridyl)phenyl]thiazol-2-amine N1=CC=C(C=C1)C=1C=C(C=CC1)C=1N=C(SC1)N